NC1CCN(CC1)C(CCCCCOC1CN(C1)C1=C2C(N(C(C2=CC=C1)=O)C1C(NC(CC1)=O)=O)=O)=O 4-(3-((6-(4-aminopiperidin-1-yl)-6-oxohexyl)oxy)azetidin-1-yl)-2-(2,6-dioxopiperidin-3-yl)isoindoline-1,3-dione